C12CNCC(CC1)N2C=2SC=1CN(CCC1N2)C(C(C)OC2=CC=CC=C2)=O 1-(2-(3,8-diazabicyclo[3.2.1]octan-8-yl)-6,7-dihydrothiazolo[5,4-c]pyridin-5(4H)-yl)-2-phenoxypropan-1-one